C(C1=CC=CC=C1)OCC(=O)C1=C(C(=O)OC)C=CC(=C1)Br methyl 2-(2-(benzyloxy)acetyl)-4-bromobenzoate